CCCCCCCCCCCCCC/C=C\OC[C@H](COP(=O)(O)OC[C@@H](C(=O)O)N)OC(=O)CCCC/C=C\C/C=C\C/C=C\CCCCC 1-(1Z-hexadecenyl)-2-(6Z,9Z,12Z-octadecatrienoyl)-glycero-3-phosphoserine